[S-][S-].[Li+].[Ti+4] Titanium lithium disulphide